N-(3-(6-(2-fluoropropan-2-yl)pyrazin-2-yl)-1-methyl-1H-pyrrolo[2,3-c]pyridin-5-yl)acetamide FC(C)(C)C1=CN=CC(=N1)C1=CN(C2=CN=C(C=C21)NC(C)=O)C